methyl 5-((2-((S)-2-amino-4-methylpentanamido)ethyl)carbamoyl)-2-(2-(4-fluorophenyl)butanamido)-4-methylthiophene-3-carboxylate N[C@H](C(=O)NCCNC(=O)C1=C(C(=C(S1)NC(C(CC)C1=CC=C(C=C1)F)=O)C(=O)OC)C)CC(C)C